C([C@H](O)C1=CC=CC=C1)(=O)O.S1C=CC2=C1[C@@H](OCC2)CNC (S)-(4,5-dihydro-7H-thieno[2,3-c]pyran-7-yl)-N-methylmethanamine R-mandelate